tert-butyl (2S,6S)-4-[7-[(7-fluoro-2-methyl-indazol-5-yl)carbamoyl]-2-methoxy-pyrazolo[1,5-a]pyridin-4-yl]-2,6-dimethyl-piperazine-1-carboxylate FC1=CC(=CC2=CN(N=C12)C)NC(=O)C1=CC=C(C=2N1N=C(C2)OC)N2C[C@@H](N([C@H](C2)C)C(=O)OC(C)(C)C)C